8-chloro-7-((2-methyl-1H-benzo[d]imidazol-6-yl)oxy)-2-(1-((5-methylene-1,3-dioxan-2-yl)methyl)-1H-pyrazol-4-yl)quinoxaline ClC=1C(=CC=C2N=CC(=NC12)C=1C=NN(C1)CC1OCC(CO1)=C)OC=1C=CC2=C(NC(=N2)C)C1